C(#N)C=1C=CC(=NC1)NCCC(=O)NC=1C=NC=C(C1)OC[C@H]1N(CCC1)C=1C=NNC(C1C(F)(F)F)=O 3-[(5-cyanopyridin-2-yl)amino]-N-(5-[[(2S)-1-[6-oxo-5-(trifluoromethyl)-1,6-dihydropyridazin-4-yl]pyrrolidin-2-yl]methoxy]pyridin-3-yl)propanamide